CC1=C(C(=CC=C1)C)OC([C@H](NC(COC)=O)C)=O (2,6-dimethylphenyl)-N-(methoxyacetyl)-D-alaninate